N1CC(CC1)/C=C/C=1C=NC=NC1 5-((E)-2-pyrrolidin-3-ylvinyl)pyrimidine